FC=1C=C2C(=CNC2=C(C1)F)CCN(CCC)CC N-(2-(5,7-difluoro-1H-indol-3-yl)ethyl)-N-ethylpropan-1-amine